5,6,7,8-tetrahydroimidazo[1,5-a]pyrazine-1-carboxamide C=1(N=CN2C1CNCC2)C(=O)N